4-fluoropiperidine-4-carboxylic acid ethyl ester hydrogen chloride salt Cl.C(C)OC(=O)C1(CCNCC1)F